N-(4-chloro-2-fluoro-phenyl)-5-[[3-fluoro-2-(methylsulfamoylamino)-4-pyridinyl]methyl]-4-methyl-pyridazin-3-amine ClC1=CC(=C(C=C1)NC=1N=NC=C(C1C)CC1=C(C(=NC=C1)NS(NC)(=O)=O)F)F